COC=1C=CC=C2C(=NC=NC12)N1CC(CCC1)COCP(O)(O)=O (((1-(8-methoxyquinazolin-4-yl)piperidin-3-yl)methoxy)methyl)phosphonic acid